FC(=C(CC1=NSC(=N1)NC(=O)C1=C(OC(=C1)C1=CC(=CC=C1)OC(F)F)C)C)F N-(3-(3,3-difluoro-2-methylallyl)-1,2,4-thiadiazol-5-yl)-5-(3-(difluoromethoxy)phenyl)-2-methylfuran-3-carboxamide